FC=1C=C2C(=NNC2=CC1OCCOC)C1=CC(=NO1)C1=CC=C(C=C1)C(=O)N1[C@@H](CC1)CS(=O)(=O)C 5-Fluoro-3-(3-{4-[(2S)-2-(methanesulfonylmethyl)azetidine-1-carbonyl]phenyl}-1,2-oxazol-5-yl)-6-(2-methoxyethoxy)-1H-indazole